C1OCC2=C1C=CC(=C2)N(C=2C=C1CCC[C@H](C1=CC2)CNC=2C=NC=CC2C(=O)O)C 3-({[(1R)-6-[(1,3-dihydro-2-benzofuran-5-yl)(methyl)amino]-1,2,3,4-tetrahydronaphthalen-1-yl]methyl}amino)pyridine-4-carboxylic acid